4-((7-(2-((3-allyl-2,5-dioxopyrrolidin-1-yl)methyl)thieno[3,2-b]pyridin-7-yl)-5-chloro-1H-indol-1-yl)methyl)piperidine-4-carbonitrile C(C=C)C1C(N(C(C1)=O)CC1=CC2=NC=CC(=C2S1)C=1C=C(C=C2C=CN(C12)CC1(CCNCC1)C#N)Cl)=O